N,N1-Bis-(3,4-dimethylphenyl)-6-pyrrolidin-1-yl-[1,3,5]triazine-2,4-diamine CC=1C=C(C=CC1C)NC1N(C(=NC(=N1)N)N1CCCC1)C1=CC(=C(C=C1)C)C